Benzyl 2-(2-fluoro-4-methylsulfanylphenyl)-6,7-dihydro-5H-pyrazolo[5,1-b][1,3]oxazine-3-carboxylate FC1=C(C=CC(=C1)SC)C1=NN2C(OCCC2)=C1C(=O)OCC1=CC=CC=C1